methyl 3-(9-((4-(((tert-butoxycarbonyl)amino)methyl)-2-methyl-6-(methylcarbamoyl)phenyl)carbamoyl)-4,5-dihydrobenzo[b]thieno[2,3-d]oxepin-8-yl)-6-(propylcarbamoyl)picolinate C(C)(C)(C)OC(=O)NCC1=CC(=C(C(=C1)C(NC)=O)NC(=O)C1=CC2=C(OCCC3=C2SC=C3)C=C1C=1C(=NC(=CC1)C(NCCC)=O)C(=O)OC)C